N1C=C(C2=CC=CC=C12)CCNC([C@H](CC=1N=CNC1)NC(OC(C)(C)C)=O)=O (S)-tert-butyl (1-((2-(1H-indol-3-yl)ethyl)amino)-3-(1H-imidazol-4-yl)-1-oxopropan-2-yl)carbamate